N1CCC2(CC1)[C@@H](C1=CC=CC=C1C2)NS(=O)C(C)(C)C N-[(1S)-1,3-dihydrospiro[inden-2,4'-piperidin]-1-yl]-2-methylpropan-2-sulfinamide